N-tert.-Butyl-4-(2,3-dihydrobenzofuran-3-carbonylamino)pyridin C(C)(C)(C)N1CC=C(C=C1)NC(=O)C1COC2=C1C=CC=C2